O=C(CC1=C2C(=C3N(C(C2=CC=C1)=O)CC1=CC=CC=C13)C1=CC=CC=C1)CC (2-oxobutyl)-12-phenylisoindolo[2,1-b]isoquinolin-5(7H)-one